NC1=NC=C(C=N1)C=1C=C(C=C(C1)N1CCOCC1)S(=O)(=O)C1CN(C1)C1CCN(CC1)C(=O)OC(C)(C)C tert-butyl 4-(3-((3-(2-aminopyrimidin-5-yl)-5-morpholinophenyl)sulfonyl)azetidin-1-yl)piperidine-1-carboxylate